CC1=CC=C(C(=O)OOC(C2=CC=C(C=C2)C)=O)C=C1 Para-methylbenzoyl peroxide